[N+](=O)([O-])C1=CC=C(C=C1)C1CCN(CC1)C=1C=NNC1 4-(4-nitrophenyl)-1-(1H-pyrazol-4-yl)piperidine